{[2-(Benzyloxycarbonyl-tert-butyl-amino)-acetyl]-methyl-amino}-acetic acid C(C1=CC=CC=C1)OC(=O)N(CC(=O)N(C)CC(=O)O)C(C)(C)C